C(C)N(C=NC1=C(C=C(C(=C1)C)N=S(=O)(C1=CC(=CC=C1)OC)C(C)C)C)C N-Ethyl-N'-(4-((isopropyl(3-methoxyphenyl)(oxo)-λ6-sulfaneyliden)amino)-2,5-dimethylphenyl)-N-methylformimidamid